tert-butyl 4-(1-(4-fluorobenzyl)-3-(4-isobutoxybenzyl)ureido)piperidine-1-carboxylate FC1=CC=C(CN(C(=O)NCC2=CC=C(C=C2)OCC(C)C)C2CCN(CC2)C(=O)OC(C)(C)C)C=C1